NC1=C2N=CN(C2=NC=N1)CC=1OC2=CC=CC=C2C(C1C1=C(C=CC=C1)F)=O 2-((6-amino-9H-purin-9-yl)methyl)-3-(2-fluorophenyl)-4H-chromen-4-one